2-((S)-1-acryloyl-4-(7-(2-fluoro-6-hydroxyphenyl)-2-(((S)-1-methylpyrrolidin-2-yl)methoxy)-5,6-dihydroquinazolin-4-yl)piperazin-2-yl)acetonitrile C(C=C)(=O)N1[C@H](CN(CC1)C1=NC(=NC=2C=C(CCC12)C1=C(C=CC=C1O)F)OC[C@H]1N(CCC1)C)CC#N